(1S,3S)-N1-(5-(3,5-Dimethyl-1H-pyrazol-1-yl)pyridin-2-yl)-N1-(6-methyl-1,2,4-triazin-3-yl)cyclopentane-1,3-diamine CC1=NN(C(=C1)C)C=1C=CC(=NC1)N([C@@H]1C[C@H](CC1)N)C=1N=NC(=CN1)C